Cl[Si](OCCCCC)(OCCCCC)OCCCCC chlorotripentoxysilane